dichloropalladium (2+) Cl[Pd+2]Cl